8-Bromo-α-methyl-2-quinolinemethanol BrC=1C=CC=C2C=CC(=NC12)C(O)C